oxothieno[2,3-c]pyridine O=S1C=CC=2C1=CN=CC2